(R and S)-(3-chlorophenyl)(4-(trifluoromethoxy)phenyl)methanamine ClC=1C=C(C=CC1)[C@H](N)C1=CC=C(C=C1)OC(F)(F)F |r|